Pyrido[3,4-d]Pyrimidine-5-carboxylic acid phenyl ester C1(=CC=CC=C1)OC(=O)C1=CN=CC=2N=CN=CC21